ClC=1C(=C(C(=C(CSCC(=O)NC)C1)F)C)CC1=CC(=C(C=C1)O)C(C)C 2-((5-chloro-2-fluoro-4-(4-hydroxy-3-isopropylbenzyl)-3-methylbenzyl)thio)-N-methylacetamide